[Si](C)(C)(C(C)(C)C)OCCOC1=CC2=C(N=C(O2)S(=O)(=O)C)C=C1 6-(2-((tert-butyldimethylsilyl)oxy)ethoxy)-2-(methylsulfonyl)benzo[d]oxazole